1-Benzyl 4-[[1-[1-[1-[(4-methoxyphenyl)methyl]-2,6-dioxo-3-piperidyl]-3-methyl-2-oxo-benzimidazol-4-yl]azetidin-3-yl]methyl]piperazine-1-carboxylate COC1=CC=C(C=C1)CN1C(C(CCC1=O)N1C(N(C2=C1C=CC=C2N2CC(C2)CN2CCN(CC2)C(=O)OCC2=CC=CC=C2)C)=O)=O